C(C)(C)(C)OC1=CC=C(C=C1)[Mg]Cl p-tert-butoxyphenyl-magnesium chloride